C1=CC2=C(C=C1C(=O)O)C3(C4=C(C=C(C=C4)O)OC5=C3C=CC(=C5)O)OC2=O.C1=CC2=C(C=C1C(=O)O)C(=O)OC23C4=C(C=C(C=C4)O)OC5=C3C=CC(=C5)O The molecule is a commercially available mixture of 5-carboxyfluorescein and 6-carboxyfluorescein isomers. A fluorescent dye, it is commonly used as a tracer agent. It has a role as a tracer and a fluorescent dye. It contains a 5-carboxyfluorescein and a 6-carboxyfluorescein.